(3S,11aR)-6-hydroxy-3-methyl-5,7-dioxo-N-(2-thienylmethyl)-2,3,5,7,11,11a-hexahydro[1,3]oxazolo[3,2-a]pyrido[1,2-d]pyrazine-8-carboxamide OC=1C(C(=CN2C[C@@H]3N(C(C21)=O)[C@H](CO3)C)C(=O)NCC=3SC=CC3)=O